trans-4-(((8-methyl-4-oxo-3,4-dihydro-quinazolin-2-yl)methyl)thio)cyclohexane-1-carboxamide CC=1C=CC=C2C(NC(=NC12)CS[C@@H]1CC[C@H](CC1)C(=O)N)=O